C(CC)C1=CC2=C(OCC(CO2)=O)C=C1 7-propyl-1,5-benzodioxepan-3-one